C(=O)(O)[C@H](CC(=O)N1CC2=CC(=CC=C2C1)CC)C 2-((S)-3-carboxybutanoyl)-6-ethylisoindolin